CC(C(=O)NC1=C(C(=O)O)C=CC=C1)=CC1=CC(=CC=C1)OC1=CC=CC=C1 2-(2-methyl-3-(3-phenoxyphenyl)acrylamido)benzoic acid